2,6-dibromo-3,5-lutidine BrC1=NC(=C(C=C1C)C)Br